FC12CC(C1)(C2)CCCCCCCC=O 8-{3-fluorobicyclo[1.1.1]pentan-1-yl}octanal